3H-imidazo[4,5-d]pyridine-5-carboxylic acid methyl ester COC(=O)N1C=CC=2C(=C1)NCN2